(S)-5-(2-ethoxy-3-pyridinyl)-3-methyl-N-[(5-methyl-1,2,4-oxadiazol-3-yl)methyl]-1-[1-methylpropyl]pyrazolo[4,3-b]pyridin-7-amine C(C)OC1=NC=CC=C1C1=CC(=C2C(=N1)C(=NN2[C@H](CC)C)C)NCC2=NOC(=N2)C